O1N=C(N=C1)C=1C=NC=C(C(=O)O)C1 5-(1,2,4-oxadiazolyl)nicotinic acid